[4-(5-tert-butyl-1,2,4-oxadiazol-3-yl)phenyl]-[6-(6-methyl-3-pyridyl)-2-azaspiro[3.3]heptan-2-yl]methanone C(C)(C)(C)C1=NC(=NO1)C1=CC=C(C=C1)C(=O)N1CC2(C1)CC(C2)C=2C=NC(=CC2)C